lithium 4,5-dicyano-2-(pentafluoroethyl)imidazolide lithium [Li+].C(#N)C=1N=C([N-]C1C#N)C(C(F)(F)F)(F)F.[Li+].C(#N)C=1N=C([N-]C1C#N)C(C(F)(F)F)(F)F